N[C@@H](CC(=O)O)C(=O)N aspartyl-ammonia